Tert-Butyl N-[1-[3-(2,6-dioxo-3-piperidyl)-1-methyl-pyrazolo[4,3-b]pyridin-6-yl]-4-piperidyl]-N-methyl-carbamate O=C1NC(CCC1C1=NN(C=2C1=NC=C(C2)N2CCC(CC2)N(C(OC(C)(C)C)=O)C)C)=O